8-methoxytricyclo[5.2.1.02,6]dec-3-ene COC1C2C3CC=CC3C(C1)C2